C1(CC1)C(COC)C1=CNC2=NC=C(C=C21)NC2CCN(CC2)C(C=C)=O 1-(4-((3-(1-cyclopropyl-2-methoxyethyl)-1H-pyrrolo[2,3-b]pyridin-5-yl)amino)piperidin-1-yl)prop-2-en-1-one